7-fluoro-N-(6-(4-(1-hydroxypropan-2-yl)-4H-1,2,4-triazol-3-yl)pyridin-2-yl)-1-methyl-2-oxo-2,3,4,5-tetrahydro-1H-benzo[b]azepine-8-carboxamide FC1=CC2=C(N(C(CCC2)=O)C)C=C1C(=O)NC1=NC(=CC=C1)C1=NN=CN1C(CO)C